2-oxo-1-[1-(3,3,3-trifluoropropyl)-1H-pyrazol-5-yl]-1,2-dihydropyridine-3-carboxylic Acid O=C1N(C=CC=C1C(=O)O)C1=CC=NN1CCC(F)(F)F